C(C)(C)(C)OC(=O)N(CCN(CCOC1=C(C(=O)OC)C=C(C=C1)C)C1CC1)C methyl 2-[2-[2-[tert-butoxycarbonyl(methyl)amino]ethyl-cyclopropyl-amino]ethoxy]-5-methyl-benzoate